(3,5-Bis(decyloxy)phenyl)methylamine C(CCCCCCCCC)OC=1C=C(C=C(C1)OCCCCCCCCCC)CN